3-methyl-3-phenylpropanal CC(CC=O)C1=CC=CC=C1